(E)-(4-(6-(2-(3-methylbenzylidene)hydrazinyl)-2-morpholino-9H-purin-9-yl)piperidin-1-yl)(morpholino)methanone CC=1C=C(\C=N\NC2=C3N=CN(C3=NC(=N2)N2CCOCC2)C2CCN(CC2)C(=O)N2CCOCC2)C=CC1